C1(=CC=CC2=CC=CC=C12)C1(CC1)C(=O)Cl 1-(naphthalen-1-yl)cyclopropanecarbonyl chloride